2-[[4-cyano-2-[[2-[2-oxo-3-(3-oxo-4H-pyrazino[2,3-b][1,4]oxazin-6-yl)-1,3-oxazolidin-5-yl]ethylamino]methyl]-2,3-dihydro-1H-inden-5-yl]oxy]-N-methylacetamide C(#N)C1=C2CC(CC2=CC=C1OCC(=O)NC)CNCCC1CN(C(O1)=O)C1=NC2=C(OCC(N2)=O)N=C1